7-methoxy-4-(4-methylsulfanyl-cyclohexyloxy)quinoline COC1=CC=C2C(=CC=NC2=C1)OC1CCC(CC1)SC